6-bromo-4-(4-(trifluoromethyl)phenoxy)isoquinoline BrC=1C=C2C(=CN=CC2=CC1)OC1=CC=C(C=C1)C(F)(F)F